propylisobutyl-dimethoxysilane tert-butyl-(2S,4R)-4-(tert-butoxy)-1-((2-(2-(2,6-dioxopiperidin-3-yl)-1-oxoisoindolin-5-yl)-3-fluoropyridin-4-yl)methyl)pyrrolidine-2-carboxylate C(C)(C)(C)OC(=O)[C@H]1N(C[C@@H](C1)OC(C)(C)C)CC1=C(C(=NC=C1)C=1C=C2CN(C(C2=CC1)=O)C1C(NC(CC1)=O)=O)F.C(CC)[Si](OC)(OC)CC(C)C